BrC=1C=C(C=CC1)C=1NC2=C(C(=NC=C2)Cl)N1 2-(3-bromophenyl)-4-chloro-1H-imidazo[4,5-c]Pyridine